OC[C@H]1[C@H](C1)C(=O)NC1=CC=C2C(=N1)N(C=C2C2=C(C=CC=C2)OC)COCC[Si](C)(C)C (1S,2R)-2-(hydroxymethyl)-N-[3-(2-methoxyphenyl)-1-[[2-(trimethylsilyl)ethoxy]methyl]pyrrolo[2,3-b]pyridin-6-yl]cyclopropane-1-carboxamide